ClC1=NC(=C2C(=N1)N(N=C2)C2CC2)NCC2=CC=C(C=C2)F 6-chloro-1-cyclopropyl-N-[(4-fluorophenyl)methyl]-1H-pyrazolo[3,4-d]pyrimidin-4-amine